(E)-2,2,5,5-tetramethyl-4-(2-(1-trityl-1H-imidazol-4-yl)benzylidene)dihydrofuran-3(2H)-one CC1(OC(\C(\C1=O)=C/C1=C(C=CC=C1)C=1N=CN(C1)C(C1=CC=CC=C1)(C1=CC=CC=C1)C1=CC=CC=C1)(C)C)C